tetrapentyl silicate [Si](OCCCCC)(OCCCCC)(OCCCCC)OCCCCC